CC=1C=C(C=CC1)C1=C(C=C(C=C1O)C(C)(C)C1=CC=CC=C1)O 2-(3-Methylphenyl)-5-(2-phenylpropan-2-yl)benzene-1,3-diol